C(C)[C@H]1CO[C@H](CN1)COC (2R,5S)-5-ethyl-2-(methoxymethyl)morpholine